[Sn].[Zn].[Pb] lead-zinc-tin